[Eu].[Ce].[Sm] samarium-cerium-europium